6-(4-((1,1-Difluoro-9-(piperidin-4-ylmethyl)-3,9-diazaspiro[5.5]undecan-3-yl)methyl)indolin-1-yl)-N-((1R,2R)-2-methoxycyclobutyl)-8-(methylamino)imidazo[1,2-b]pyridazine-3-carboxamide FC1(CN(CCC12CCN(CC2)CC2CCNCC2)CC2=C1CCN(C1=CC=C2)C=2C=C(C=1N(N2)C(=CN1)C(=O)N[C@H]1[C@@H](CC1)OC)NC)F